5-(4-(quinolin-6-yl)phenoxy)-1H-1,2,3-triazole-4-carboxylic acid N1=CC=CC2=CC(=CC=C12)C1=CC=C(OC2=C(N=NN2)C(=O)O)C=C1